4-(1,8-diazaspiro[5.5]undecan-8-yl)-1H-pyrrolo[2,3-b]pyridine N1CCCCC12CN(CCC2)C2=C1C(=NC=C2)NC=C1